N1=CC(=CC2=CC=CC=C12)O quinoline-3-ol